isopropyl (R)-4-(5,6-difluoro-3,3-dimethylindolin-1-yl)-2-((4-(3-(dimethylamino)pyrrolidin-1-yl)-2-methoxy-5-nitrophenyl)amino)pyrimidine-5-carboxylate FC=1C=C2C(CN(C2=CC1F)C1=NC(=NC=C1C(=O)OC(C)C)NC1=C(C=C(C(=C1)[N+](=O)[O-])N1C[C@@H](CC1)N(C)C)OC)(C)C